1-(3-(6-Chloro-3-((3,4-dichlorophenyl)amino)-9H-carbazol-1-yl)propyl)guanidine ClC=1C=C2C=3C=C(C=C(C3NC2=CC1)CCCNC(=N)N)NC1=CC(=C(C=C1)Cl)Cl